ClC1=C(C(=O)N(C)C)C=CC(=C1)OCCCC(C1CCN(CC1)C([C@@](C(F)(F)F)(C1=CC(=CC=C1)OC)O)=O)F |o1:24| 2-chloro-4-(4-fluoro-4-(1-((R or S)-3,3,3-trifluoro-2-hydroxy-2-(3-methoxyphenyl)propanoyl)piperidin-4-yl)butoxy)-N,N-dimethylbenzamide